Cl.N1(CCC1)C=1C=NC(=NC1)N1CCNCC1 5-(azetidin-1-yl)-2-(piperazin-1-yl)pyrimidine hydrochloride